ClC=1N=C2N(N=CC=C2N(CC2=CC=C(C=C2)OC)CC2=CC=C(C=C2)OC)C1 chloro-N,N-bis(4-methoxybenzyl)imidazo[1,2-b]pyridazin-8-amine